4-fluoro-5-{[(2S)-2-methyl-1,4-diazepan-1-yl]sulfonyl}isoquinoline monohydrochloride dihydrate O.O.Cl.FC1=CN=CC2=CC=CC(=C12)S(=O)(=O)N1[C@H](CNCCC1)C